2-(7-((2S,5R)-4-(1-(2,2-difluorobenzo[d][1,3]dioxol-5-yl)ethyl)-2,5-diethylpiperazin-1-yl)-4-methyl-5-oxo-4,5-dihydro-2H-pyrazolo[4,3-b]pyridin-2-yl)acetonitrile FC1(OC2=C(O1)C=CC(=C2)C(C)N2C[C@@H](N(C[C@H]2CC)C=2C=1C(N(C(C2)=O)C)=CN(N1)CC#N)CC)F